C(#N)C=1C=C(CO\N=C(/C)\C2=CC(=C(CN3CC(C3)C(=O)O)C=C2)CC)C=CC1OC(C)C (E)-1-(4-(1-(((3-cyano-4-isopropoxybenzyl)oxy)imino)ethyl)-2-ethylbenzyl)azetidine-3-carboxylic acid